(difluoromethyl)-3,5-difluorobenzaldehyde FC(F)C1=C(C=O)C=C(C=C1F)F